BrC1=C(C=C2C(=NC(=NC2=C1F)OCC1(CC1)CN(C)C)O)F 7-Bromo-2-((1-((dimethylamino)methyl)cyclopropyl)methoxy)-6,8-difluoroquinazolin-4-ol